Azetat CC(=O)[O-]